1-(2-chloro-5-fluoropyrimidin-4-yl)-2'-methoxy-1,2,5,6-tetrahydro-3,4'-bipyridine ClC1=NC=C(C(=N1)N1CC(=CCC1)C1=CC(=NC=C1)OC)F